2-(tert-butylamino)-4-(piperidin-3-ylamino)pyrimidine-5-carboxamide C(C)(C)(C)NC1=NC=C(C(=N1)NC1CNCCC1)C(=O)N